ClC1=NC=CC(=C1)N1CC2N(CC1)C(CC2)=O 2-(2-chloropyridin-4-yl)hexahydropyrrolo[1,2-a]pyrazin-6(2H)-one